FC1(CC(C1)N1N=C(C=CC1=O)NC(C1=C(C=C(C=C1F)NS(=O)(=O)CCO)N1C[C@@H]2C[C@@]2(CC1)C(F)F)=O)F N-(1-(3,3-difluorocyclobutyl)-6-oxo-1,6-dihydropyridazin-3-yl)-2-((1R,6S)-6-(difluoromethyl)-3-azabicyclo[4.1.0]heptan-3-yl)-6-fluoro-4-((2-hydroxyethyl)sulfonamido)benzamide